4-((3R*,5R*)-1-(3-Amino-6-(2-hydroxyphenyl)pyridazin-4-yl)-5-fluoropiperidin-3-yl)benzoic acid NC=1N=NC(=CC1N1C[C@H](C[C@H](C1)F)C1=CC=C(C(=O)O)C=C1)C1=C(C=CC=C1)O |o1:9,11|